(tert-butyl)bis(methyl)(9-methyl-8-decenyloxy)silane C(C)(C)(C)[Si](OCCCCCCCC=C(C)C)(C)C